2-chloro-5-[4-[(3S)-3-(5-cyano-3-pyridinyl)isoxazolidine-2-carbonyl]-1-piperidinyl]pyrimidine-4-carboxylic acid ClC1=NC=C(C(=N1)C(=O)O)N1CCC(CC1)C(=O)N1OCC[C@H]1C=1C=NC=C(C1)C#N